FC(C=1C2=CN(N=C2C=CC1C1=NNC2=NC(=CN=C21)N2C[C@@H]1[C@]([C@@H]1CC2)(C2=C(C=CC=C2)F)CN)C)F ((1S,6R,7R)-3-(3-(4-(difluoromethyl)-2-methyl-2H-indazol-5-yl)-1H-pyrazolo[3,4-b]pyrazin-6-yl)-7-(2-fluorophenyl)-3-azabicyclo[4.1.0]heptan-7-yl)methanamine